{3-[(6-Methyl-pyridine-2-carbonyl)-amino]-adamantan-1-yl}-carbamic acid 2,2-difluoro-propyl ester FC(COC(NC12CC3(CC(CC(C1)C3)C2)NC(=O)C2=NC(=CC=C2)C)=O)(C)F